ClC=1C=C(C=NC1N1N=CC=N1)NC(=O)[C@@H]1C[C@](C2=C1C=NC=1N2N=C(C1)F)(C)C1=NN(C=C1)C(F)F (6R,8S)-N-(5-chloro-6-(2H-1,2,3-triazol-2-yl)pyridin-3-yl)-8-(1-(difluoromethyl)-1H-pyrazol-3-yl)-2-fluoro-8-methyl-7,8-dihydro-6H-cyclopenta[e]pyrazolo[1,5-a]pyrimidine-6-carboxamide